COC=1C=C(CN(C=2SC=C(N2)C)CC2=CC=C(C=C2)N2CCCC2)C=CC1 N-(3-methoxybenzyl)-4-methyl-N-(4-(pyrrolidin-1-yl)benzyl)thiazol-2-amine